(E)-2-methyl-3-(5-(5-fluoro-6-cyanopyridin-3-yl)thiophen-2-yl)acrylamide C/C(/C(=O)N)=C\C=1SC(=CC1)C=1C=NC(=C(C1)F)C#N